tert-Butyl (1-acetylpiperidin-4-yl)(4-bromo-2-methoxybenzyl)carbamate C(C)(=O)N1CCC(CC1)N(C(OC(C)(C)C)=O)CC1=C(C=C(C=C1)Br)OC